CC1(N(C(C=2C1=NC=CC2)=O)CCC)C 7,7-dimethyl-6-propyl-6,7-dihydro-5H-pyrrolo[3,4-b]pyridin-5-one